CC=1N=C(SC1S(=O)(=O)N1CCN(CC1)C[C@H](C)NC1=NC=NC2=C(C=CC=C12)C1=CC=C(C=C1)N1CCN(CC1)C)NC(OC)=O methyl N-[4-methyl-5-({4-[(2S)-2-({8-[4-(4-methylpiperazin-1-yl)phenyl]quinazolin-4-yl} amino)propyl]piperazin-1-yl} sulfonyl)-1,3-thiazol-2-yl]carbamate